androsta-5,16-dien-3-one C[C@@]12C=CC[C@H]1[C@@H]1CC=C3CC(CC[C@]3(C)[C@H]1CC2)=O